N-(4-fluorophenyl)-3-(1H-pyrrolo[2,3-b]pyridin-5-yl)pyrazolo[1,5-a]pyridine-5-carboxamide FC1=CC=C(C=C1)NC(=O)C1=CC=2N(C=C1)N=CC2C=2C=C1C(=NC2)NC=C1